1-(6-Ethoxy-5-fluoro-1H-benzoimidazol-2-yl)-1H-pyrazole C(C)OC=1C(=CC2=C(NC(=N2)N2N=CC=C2)C1)F